N1CCC(CC1)C=1OC2=C(N1)C=C(C=C2)C(C)C 2-(piperidin-4-yl)-5-(propan-2-yl)-1,3-benzoxazole